C(C)(C)(C)OC(=O)N1CCC(CC1)C1=CC=C(C=N1)B(O)O [6-(1-tert-butoxycarbonyl-4-piperidyl)-3-pyridyl]boronic acid